(P)-6-amino-3-(difluoromethyl)-7-(3-hydroxy-2,6-dimethylphenyl)-3H-imidazo[4,5-b]pyridine-5-carboxamide NC=1C(=C2C(=NC1C(=O)N)N(C=N2)C(F)F)C2=C(C(=CC=C2C)O)C